C(C)(C)(C)OC(=O)NC(C(=O)O)CNC1=NC=NC(=C1I)Cl 2-((tert-Butoxycarbonyl)amino)-3-((6-chloro-5-iodopyrimidin-4-yl)amino)propionic acid